BrC12CC3(CC(CC(C1)(C3)C)(C2)C)CO (3-bromo-5,7-dimethyl-adamantane-1-yl)methanol